3-butylheptyl 8-((3-acetamidopropyl)(8-(heptadecan-9-yloxy)-8-oxooctyl)amino)octanoate C(C)(=O)NCCCN(CCCCCCCC(=O)OCCC(CCCC)CCCC)CCCCCCCC(=O)OC(CCCCCCCC)CCCCCCCC